ClC=1C(=C(C(=CC1)OC)C1=C(C(=O)NC=2SC(=NN2)COCC)C=CC(=N1)C)F (3-chloro-2-fluoro-6-methoxyphenyl)-N-(5-(ethoxymethyl)-1,3,4-thiadiazol-2-yl)-6-methylnicotinamide